5-[4-amino-5-(trifluoromethyl)pyrrolo[2,1-f][1,2,4]triazin-7-yl]-4-fluoro-N-[(3R,4S)-4-fluoro-1-(4-fluorobenzoyl)pyrrolidin-3-yl]-2-methoxybenzamide NC1=NC=NN2C1=C(C=C2C=2C(=CC(=C(C(=O)N[C@@H]1CN(C[C@@H]1F)C(C1=CC=C(C=C1)F)=O)C2)OC)F)C(F)(F)F